NC1=CC=C(OC2=CC3=CC(=CC=C3C=C2)OC2=CC=C(C=C2)N)C=C1 2,7-bis(4-aminophenoxy)-naphthalene